FC1=CC(=C(C(=O)NC2=C(C=C(C(=C2)C=2C=NC(=NC2)N2CCN(CC2)C(C)C)F)N2C[C@H](N([C@H](C2)C)C)C)C=C1)C(F)(F)F |r| 4-fluoro-N-[4-fluoro-5-[2-(4-propan-2-ylpiperazin-1-yl)pyrimidin-5-yl]-2-[rac-(3R,5S)-3,4,5-trimethylpiperazin-1-yl]phenyl]-2-(trifluoromethyl)benzamide